5-(4-methylpiperazin-1-yl)-2-((4-((3-(5-oxo-1,4-oxazepan-4-yl)propyl)amino)-5-(trifluoromethyl)pyrimidin-2-yl)amino)benzonitrile CN1CCN(CC1)C=1C=CC(=C(C#N)C1)NC1=NC=C(C(=N1)NCCCN1CCOCCC1=O)C(F)(F)F